S(C)(=O)(=O)O.ClC=1C=C(OC2=CC=NC3=CC(=C(C=C23)C(=O)N)OC)C=CC1NC(=O)NC1CC1 4-(3-chloro-4-(3-cyclopropylureido)phenoxy)-7-methoxyquinoline-6-formamide mesylate